(R)-3-bromo-5-methyl-piperidine-1-carboxylic acid tert-butyl ester C(C)(C)(C)OC(=O)N1C[C@@H](CC(C1)C)Br